6-methyl-7-(4-nitrophenyl)-8-(4-(pyrimidin-2-yloxy)phenyl)-pyrrolo[1,2-a]pyrazin-1-ol CC1=C(C(=C2N1C=CN=C2O)C2=CC=C(C=C2)OC2=NC=CC=N2)C2=CC=C(C=C2)[N+](=O)[O-]